N1(CCNCC1)C1=NC=C(C=N1)OC(C(=O)OC)C methyl 2-((2-(piperazin-1-yl)pyrimidin-5-yl)oxy)propanoate